3-(8-Fluoro-2-methylimidazo[1,2-a]pyridin-6-yl)-N-methyl-N-(2,2,6,6-tetramethylpiperidin-4-yl)[1,3]thiazolo[4,5-c]pyridazin-6-amin FC=1C=2N(C=C(C1)C1=CC3=C(N=N1)N=C(S3)N(C3CC(NC(C3)(C)C)(C)C)C)C=C(N2)C